(E)-5-(4-ethyl-2-fluoro-6-hydroxy-3-(pyrrolidin-3-ylidenemethyl)phenyl)-1,2,5-thiadiazolidin-3-one 1,1-dioxide C(C)C1=C(C(=C(C(=C1)O)N1CC(NS1(=O)=O)=O)F)/C=C\1/CNCC1